COC(=O)CNC1=NC=C(C=N1)B(O)O 2-[(methoxycarbonylmethyl)amino]pyrimidin-5-ylboronic acid